CC1=C(C=CC=C1)NC1=NC=CC(=N1)N N2-(2-methylphenyl)-2,4-pyrimidinediamine